ClC1=CC=CC2=C1C(CO2)NC2=NC=C(C=N2)C(=O)O 2-((4-Chloro-2,3-dihydrobenzofuran-3-yl)amino)pyrimidine-5-carboxylic acid